C(#N)CCN(CCC#N)CCC#N tri-(cyanoethyl)amine